BrC=1C(=C(CNCCCNC2=CC(C3=C(N2)C=CS3)=O)C=C(C1)Br)OCCC1=CC=C(C=C1)Cl 5-(3-{3,5-Dibromo-2-[2-(4-chloro-phenyl)-ethoxy]-benzylamino}-propylamino)-4H-thieno[3,2-b]pyridine-7-one